4-(naphthalenylphenyl)anthracene C1(=CC=CC2=CC=CC=C12)C1=C(C=CC=C1)C1=CC=CC2=CC3=CC=CC=C3C=C12